(S)-5-(3-Cyanobenzyl)-N-(9-methyl-8-oxo-6,7,8,9-tetrahydro-5H-pyrido[2,3-b]azepin-7-yl)thiazole-2-carboxamide C(#N)C=1C=C(CC2=CN=C(S2)C(=O)N[C@H]2CCC3=C(N(C2=O)C)N=CC=C3)C=CC1